O=C1C=C(C[C@@H](N1C(=O)OC(C)(C)C)C(=O)OC(C)(C)C)C1=CC=C(C=C1)C=1C=NC=CC1 di-tert-butyl (R)-6-oxo-4-(4-(pyridin-3-yl)phenyl)-3,6-dihydropyridine-1,2(2H)-dicarboxylate